NCC(CN1N=CN(C1=O)C1=NC=C(C=C1C)C1=CC(=C(C(=C1)OC)OC)OC)=C(F)F 2-[2-(aminomethyl)-3,3-difluoro-allyl]-4-[3-methyl-5-(3,4,5-trimethoxyphenyl)-2-pyridyl]-1,2,4-triazol-3-one